CC1(CNC1)C1=NOC[C@H](O1)CN1CCCCC1 |r| rac-3-(3-methylazetidin-3-yl)-5-(piperidin-1-ylmethyl)-5,6-dihydro-1,4,2-dioxazine